IC=1C=NN(C1C)CC1(CCCCC1)CCCN1CCN(CC1)C(=O)OCC1C2=CC=CC=C2C=2C=CC=CC12 (9H-fluoren-9-yl)methyl 4-(3-(1-((4-iodo-5-methyl-1H-pyrazol-1-yl)methyl)cyclohexyl)propyl)piperazine-1-carboxylate